N6-(2-methoxy-4-((4-morpholinopiperidin-1-yl)sulfonyl)phenyl)-N4-methyl-1H-pyrrolo[2,3-b]pyridine-4,6-diamine COC1=C(C=CC(=C1)S(=O)(=O)N1CCC(CC1)N1CCOCC1)NC=1C=C(C2=C(N1)NC=C2)NC